rac-trans-2-((2-bromo-5-fluorobenzo[d]thiazol-6-yl)oxy)cyclopentanol BrC=1SC2=C(N1)C=C(C(=C2)O[C@H]2[C@@H](CCC2)O)F |r|